5-Methyl-2-(1-methyl-1H-imidazol-2-yl)-6-(1-methyl-1H-pyrazol-3-yl)-N-(5-(trifluoromethyl)pyridin-2-yl)pyrrolo[2,1-f][1,2,4]triazin-4-amine CC=1C(=CN2N=C(N=C(C21)NC2=NC=C(C=C2)C(F)(F)F)C=2N(C=CN2)C)C2=NN(C=C2)C